3-(aminomethyl)-6-chloro-4-(methylsulfonyl)-1,2-dihydropyridin-2-one hydrochloride Cl.NCC=1C(NC(=CC1S(=O)(=O)C)Cl)=O